C(C)(C)(C)P(CC=C(C)C)C(C)(C)C di-tert-butyl(3-methyl-2-butenyl)phosphine